C(=O)O.FC(C1=C2CNC(C2=CC=C1)=O)(F)F 4-(trifluoromethyl)isoindolin-1-one formate salt